(S)-2-((R)-9-methyl-1,3,4,5-tetrahydrobenzo[c]oxazepin-1-yl)pyrrolidine CC1=CC=CC2=C1N(OCCC2)[C@@H]2NCCC2